(1S,2R,5S)-5-methyl-2-(propan-2-yl)cyclohexyl 4-chloro-5-fluoro-6-(methylsulfanyl)pyridine-3-carboxylate ClC1=C(C=NC(=C1F)SC)C(=O)O[C@@H]1[C@H](CC[C@@H](C1)C)C(C)C